5-(6-fluoro-5-(phenylsulfonylamino)pyridin-3-yl)-N-methylnicotinamide FC1=C(C=C(C=N1)C=1C=NC=C(C(=O)NC)C1)NS(=O)(=O)C1=CC=CC=C1